(2-((S)-4-(difluoromethyl)-2-carbonyloxazolidin-3-yl)-3-fluoro-5,6-dihydrobenzo[f]imidazo[1,2-d][1,4]oxazepin-9-yl)-L-alanine FC([C@H]1N(C(OC1)=C=O)C=1N=C2N(CCOC3=C2C=CC(=C3)N[C@@H](C)C(=O)O)C1F)F